FC=1C(=C(C=CC1)NC1=C(NC2=C1C(NCC2)=O)C2=CC=NC1=CC=C(N=C21)NC2(CC2)C)OC 3-[(3-fluoro-2-methoxyphenyl)amino]-2-[6-[(1-methylcyclopropyl)amino]-1,5-naphthyridin-4-yl]-1H,5H,6H,7H-pyrrolo[3,2-c]pyridin-4-one